NCC1(CCN(CC1)C1=NN2C(S1)=NC=C2C=2C(=NC(=CC2)C(F)(F)F)OC)O 4-(aminomethyl)-1-(5-(2-methoxy-6-(trifluoromethyl)pyridin-3-yl)imidazo[2,1-b][1,3,4]thiadiazol-2-yl)piperidin-4-ol